(R)-7-(1,4-dimethyl-1H-1,2,3-triazol-5-yl)-5-(3-methylmorpholino)-3-(1H-pyrazol-5-yl)isothiazolo[4,5-b]pyridine 1,1-dioxide CN1N=NC(=C1C1=C2C(=NC(=C1)N1[C@@H](COCC1)C)C(=NS2(=O)=O)C2=CC=NN2)C